C1(=CC=CC=C1)C1=C(C2=C(N=C1)NC=C2)B(O)O 5-PHENYL-1H-PYRROLO[2,3-B]PYRIDINE-4-BORONIC ACID